C(C)OC(/C(/C(COC(C)=O)=O)=C/C=1C=NC=C(C1C(C)F)F)=O (E)-4-Acetyloxy-2-((5-fluoro-4-(1-fluoroethyl)pyridin-3-yl)methylene)-3-oxobutanoic acid ethyl ester